platinum ethanide [CH2-]C.[Pt+2].[CH2-]C